butyl 6-(5-(cyanomethyl)-4-iodo-3-(pyridin-3-yl)-1H-pyrazol-1-yl)-2-azaspiro[3.3]heptane-2-carboxylate C(#N)CC1=C(C(=NN1C1CC2(CN(C2)C(=O)OCCCC)C1)C=1C=NC=CC1)I